benzyl 3-[4-[3-[[3-[4-(3-benzyloxy-3-oxo-propyl)anilino]-3-oxopropyl]disulfanyl]propanoylamino]phenyl]propanoate C(C1=CC=CC=C1)OC(CCC1=CC=C(NC(CCSSCCC(=O)NC2=CC=C(C=C2)CCC(=O)OCC2=CC=CC=C2)=O)C=C1)=O